ClC1=CC=C(C2=CN(N=C12)C1OCCCC1)C1=C(C(NC2=CC=C(C=C12)C1CCN(CC1)C(=O)OC(C)(C)C)=O)NC(=O)OC(C)(C)C tert-butyl 4-[4-[7-chloro-2-(oxan-2-yl)indazol-4-yl]-3-[(2-methylpropan-2-yl)oxycarbonylamino]-2-oxo-1H-quinolin-6-yl]piperidine-1-carboxylate